[Cl-].NS(=O)(=N)N(C1C[NH+](CCC1)C)C=1C=NN(C1)C 3-[(S-aminosulfonimidoyl)(1-methyl-1H-pyrazol-4-yl)amino]-1-methylpiperidin-1-ium chloride